FC1(CN(CC[C@@H]1N1CCN(CC1)C1=CC=CC=2N(C(N(C21)C)=O)COCC[Si](C)(C)C)C(=O)OC(C)(C)C)F tert-butyl (4S)-3,3-difluoro-4-[4-[3-methyl-2-oxo-1-(2-trimethylsilylethoxymethyl) benzimidazol-4-yl]piperazin-1-yl]piperidine-1-carboxylate